4-(2-(3-bromo-1-(4-methoxybenzyl)-1H-1,2,4-triazol-5-yl)imidazo[1,2-a]pyrimidin-3-yl)-N,N-dimethyl-1H-imidazole-1-sulfonamide BrC1=NN(C(=N1)C=1N=C2N(C=CC=N2)C1C=1N=CN(C1)S(=O)(=O)N(C)C)CC1=CC=C(C=C1)OC